FC(C(=O)O)(F)F.NCC1=CC=C(C=C1)C(=N)NC(OCC)=O 2-Ethyl ((4-(aminomethyl)phenyl)(imino)methyl)carbamate trifluoroacetate salt